ClC=1C=C(C=CC1F)NC(N(CC(C)C)[C@@H](C)C1=CNC(C2=CC(=C(C=C12)F)F)=O)=O (S)-3-(3-chloro-4-fluorophenyl)-1-(1-(6,7-difluoro-1-oxo-1,2-dihydroisoquinolin-4-yl)ethyl)-1-isobutyl-urea